1-(2-methoxy-6-methylpyridin-4-yl)-6-nitro-1H-indazole COC1=NC(=CC(=C1)N1N=CC2=CC=C(C=C12)[N+](=O)[O-])C